O=C1NC(CCC1NC1=C(C=C(C=C1)N1CCC(CC1)(O)CC(=O)O)F)=O 2-[1-[4-[(2,6-dioxo-3-piperidyl)amino]-3-fluoro-phenyl]-4-hydroxy-4-piperidyl]acetic acid